tert-butyl 5-[(E)-1-ethoxy-1-oxopent-2-en-3-yl]-4-oxo-1,3-dihydro-phthalazine-2-carboxylate C(C)OC(\C=C(/CC)\C1=C2C(NN(CC2=CC=C1)C(=O)OC(C)(C)C)=O)=O